tert-butyl 4-((4-(2-(2-ethoxy-2-oxoethyl)nicotinamido)phenyl)sulfonyl)piperazine-1-carboxylate C(C)OC(CC1=C(C(=O)NC2=CC=C(C=C2)S(=O)(=O)N2CCN(CC2)C(=O)OC(C)(C)C)C=CC=N1)=O